C(C1=CC=CC=C1)NC(N([C@@H]1CC[C@H](CC1)NC1=NC=C(C=C1)C(F)(F)F)C1=CC=C(C=C1)C=1C=NN(C1)C)=O 3-benzyl-1-(4-(1-methyl-1H-pyrazol-4-yl)phenyl)-1-(trans-4-((5-(trifluoromethyl)pyridin-2-yl)amino)cyclohexyl)urea